N-(2-chloro-4-iodo-3-pyridyl)-2-isopropyl-pyrimidine-5-carboxamide ClC1=NC=CC(=C1NC(=O)C=1C=NC(=NC1)C(C)C)I